ClC1=C(C(=CC(=C1)OC(F)(F)F)Cl)N1N=C(C=C1C)C(=O)OCC ethyl 1-(2,6-dichloro-4-(trifluoromethoxy) phenyl)-5-methyl-1H-pyrazole-3-carboxylate